ClC=1C=C(C=C(C1O)Cl)C(=O)C1=C(N(C2=NC=CC=C21)C)CC (3,5-dichloro-4-hydroxyphenyl)(2-ethyl-1-methyl-1H-pyrrolo[2,3-b]pyridin-3-yl)methanone